4-(1-methyl-4-piperidinyl)phenylboronic acid CN1CCC(CC1)C1=CC=C(C=C1)B(O)O